C(C1=CC=CC=C1)N1C=NC2=CC=C(C=C2C1=O)C=1C=CC2=C(N=C(S2)NC(=O)NC2=CC(=CC(=C2)C(F)(F)F)C(F)(F)F)C1 1-(5-(3-benzyl-4-oxo-3,4-dihydroquinazolin-6-yl)benzo[d]thiazol-2-yl)-3-(3,5-bis(trifluoromethyl)phenyl)urea